BrC1=CC=C(C(=O)NNC([C@H](NC2=C(C(=C(C=C2)C#N)Cl)C)[C@@H](O)C)=O)C=C1 4-bromo-N'-((3-chloro-4-cyano-2-methylphenyl)-D-threonyl)benzohydrazide